trans-(2S)-1-(5-(2-([2,2'-bipyrimidin]-5-yl)cyclopropyl)-2,3-difluorophenyl)pyrrolidin-3-ol N1=C(N=CC(=C1)[C@@H]1[C@H](C1)C=1C=C(C(=C(C1)N1CC(CC1)O)F)F)C1=NC=CC=N1